CC[C@H]([C@@H](CCCCCCC)O)O (3R,4R)-undecane-3,4-diol